C1(=CC=CC1)C(C1=CC=CC=C1)(C1=CC=CC=C1)C1=C(C=CC=2C3=CC=C(C=C3CC12)C(C)(C)C)C(C)(C)C 1-(cyclopentadien-1-yl)-1-(2,7-di-tertbutylfluorenyl)-1,1-diphenyl-methane